2,5-dimethylcaproic acid CC(C(=O)O)CCC(C)C